2-hydroxyethyl-1-naphthol OCCC1=C(C2=CC=CC=C2C=C1)O